BrC1=C(C=CC=C1F)[C@H](N[S@](=O)C(C)(C)C)C1=C(SC(=C1C)Cl)CO[Si](C)(C)C(C)(C)C (R)-N-((R)-(2-bromo-3-fluorophenyl)(2-(((tert-butyldimethylsilyl)oxy)methyl)-5-chloro-4-methylthiophen-3-yl)methyl)-2-methylpropane-2-sulfinamide